N1CCC2(CC1)C(C1=CC=CC=C1C=C2)N 1H-spiro[naphthalene-2,4'-piperidin]-1-amine